C[Si]([N-][Si](C)(C)C)(C)C.[Li+] Lithium trimethyl-N-(trimethylsilyl)silanaminide